BrC=1C=C2C(=CN(C2=CC1)CC(=O)N(C(C)C)CC(=O)NCC1=C(C(=CC=C1)Cl)F)C(=O)N 5-bromo-1-(2-((2-(3-chloro-2-fluorobenzylamino)-2-oxoethyl)(isopropyl)amino)-2-oxoethyl)-1H-indole-3-carboxamide